C(C)(C)C1=NC=CC(=C1)B(O)O (2-isopropylpyridin-4-yl)boronic acid